(4-methyl-5-(2-(2,2,2-trifluoro-1,1-dimethylethyl)-4-pyridinyl)-2-thiazolyl)aminocarbonyl-L-prolinamide-15N CC=1N=C(SC1C1=CC(=NC=C1)C(C(F)(F)F)(C)C)NC(=O)N1[C@@H](CCC1)C(=O)[15NH2]